ClC=1N=C(SC1C1OCCO1)C(=O)O 4-chloro-5-(1,3-dioxolan-2-yl)thiazole-2-carboxylic acid